6-chloro-7-(5-methyl-1H-indazol-4-yl)-N-(2,3,5,6-tetrafluoro-4-(methyl-sulfonyl)phenyl)quinolin-4-amine ClC=1C=C2C(=CC=NC2=CC1C1=C2C=NNC2=CC=C1C)NC1=C(C(=C(C(=C1F)F)S(=O)(=O)C)F)F